FC1=C(C(C(C(C1(F)F)(F)F)(F)F)(C(F)(F)F)F)F perfluoro(3-methylcyclohexene)